O=C1NC(CCC1N1C(C2=CC=C(C=C2C1=O)NCCOCCOCCNCCCONC(C1=C(C(=C(C=C1)F)F)NC1=C(C=C(C=C1)I)F)=O)=O)=O N-(3-((2-(2-(2-((2-(2,6-dioxopiperidin-3-yl)-1,3-dioxoisoindolin-5-yl)amino)ethoxy)ethoxy)ethyl)amino)propoxy)-3,4-difluoro-2-((2-fluoro-4-iodophenyl)amino)benzamide